COC(C1=CC(=CC(=C1)C=1SC(=CN1)C)OCC1(COC1)OC)=O 3-[(3-Methyloxyoxetan-3-yl)methoxy]-5-(5-methyl-1,3-thiazol-2-yl)benzoic acid methyl ester